C(C)OC(C[C@@H]1CN(C[C@H](C1)C1=CC=C(C=C1)Cl)CC1=CC=C(C=C1)Cl)=O 2-((3R,5R)-1-(4-chlorobenzyl)-5-(4-chlorophenyl)piperidin-3-yl)acetic acid ethyl ester